COC(CC(=O)NC1=C(C(=CC=C1)C)OC)OC 3,3-dimethoxy-N-(2-meth-oxy-3-methylphenyl)propanamide